C1(CCC1)C1=NC(=NO1)C1(CCN(CC1)C(=O)N[C@H]1C(CCC[C@@H]1O[C@@H]1CN(CC1)C(C)C)(F)F)C 4-(5-cyclobutyl-1,2,4-oxadiazol-3-yl)-N-[(1R,6S)-2,2-difluoro-6-{[(3S)-1-(propan-2-yl)pyrrolidin-3-yl]oxy}cyclohexyl]-4-methylpiperidine-1-carboxamide